C1(CC1)C=1N=CN(C1)C=1C=C(SC1C)C(=O)N 4-(4-cyclopropyl-1H-imidazol-1-yl)-5-methylthiophene-2-carboxamide